CN1C=NC2=C1C=CC(=C2)C2=NC(=NC=C2C=C)NC2=CC=C(C=C2)N2CCOCC2 4-(1-methyl-1H-benzo[d]imidazol-5-yl)-N-(4-morpholinophenyl)-5-vinylpyrimidin-2-amine